6-(2-hydroxy-2-methylpropoxy)-4-(6-(6-(2-methylnicotinoyl)-3,6-diazabicyclo[3.1.1]heptan-3-yl)pyridin-3-yl)pyrazolo[1,5-a]pyridine-3-carbonitrile OC(COC=1C=C(C=2N(C1)N=CC2C#N)C=2C=NC(=CC2)N2CC1N(C(C2)C1)C(C1=C(N=CC=C1)C)=O)(C)C